5-(4,6-Dihydroxy-4'-(trifluoromethyl)-[1,1'-biphenyl]-3-yl)-N-ethyl-4-(4-(morpholinomethyl)phenyl)isoxazole-3-carboxamide OC1=C(C=C(C(=C1)O)C1=CC=C(C=C1)C(F)(F)F)C1=C(C(=NO1)C(=O)NCC)C1=CC=C(C=C1)CN1CCOCC1